3-nitro-4-(2,3,5-trifluoroanilino)-2-(trifluoromethylsulfonyloxy)benzoic acid propyl ester C(CC)OC(C1=C(C(=C(C=C1)NC1=C(C(=CC(=C1)F)F)F)[N+](=O)[O-])OS(=O)(=O)C(F)(F)F)=O